CC1=C(C=C(N)C=C1)C=1C=NC=2N(C1)C=CC2 4-methyl-3-(pyrrolo[1,2-a]pyrimidin-3-yl)aniline